2-benzyl-7-(trifluoromethyl)-2,3-dihydroisoquinolin-4(1H)-one C(C1=CC=CC=C1)N1CC2=CC(=CC=C2C(C1)=O)C(F)(F)F